t-butyl N-{1-[(4-amino-6-{1,3,5-trimethylpyrazolo[4,3-d]pyrimidin-7-yl}-3H-1,3-benzodiazol-2-yl) carbamoyl] ethyl}-N-methylcarbamate NC1=CC(=CC=2N=C(NC21)NC(=O)C(C)N(C(OC(C)(C)C)=O)C)C=2C1=C(N=C(N2)C)C(=NN1C)C